methyl (E)-N-(2-cyano-3-(5-(1-phenyl-1,6-dihydroimidazo[4,5-d]pyrrolo[2,3-b]pyridin-2-yl)furan-2-yl)acryloyl)-N-methylglycinate C(#N)/C(/C(=O)N(CC(=O)OC)C)=C\C=1OC(=CC1)C1=NC=2C(=C3C(=NC2)NC=C3)N1C1=CC=CC=C1